(3-(4-chlorophenoxy)-2-hydroxy propyl)carbamate ClC1=CC=C(OCC(CNC([O-])=O)O)C=C1